methyl 5-bromo-2-(difluoromethoxy)pyridine-3-carboxylate BrC=1C=C(C(=NC1)OC(F)F)C(=O)OC